Cl.N1=NC=C(C=C1)CN pyridazin-4-ylmethanamine hydrochloride